2-(1,1-difluoroethyl)(5-2H)-1-benzofuran FC(C)(F)C=1OC2=C(C1)C=C(C=C2)[2H]